C1=CC=C(C=2C3=CC=CC=C3C=CC12)C=CC(=O)[O-] phenanthrene-4-acrylate